8-(2,6-difluorophenyl)-N2-(4-morpholinylphenyl)quinazoline-2,4-diamine FC1=C(C(=CC=C1)F)C=1C=CC=C2C(=NC(=NC12)NC1=CC=C(C=C1)N1CCOCC1)N